6-isopropyl-5-methoxy-3-[(E)-2-phenylethenyl]pyridin-2-ol C(C)(C)C1=C(C=C(C(=N1)O)\C=C\C1=CC=CC=C1)OC